10-(1-((6-Chloro-2-(1-methyl-1H-1,2,4-triazol-3-yl)pyridin-3-yl)amino)ethyl)-3-(hydroxymethyl)-8-methyl-4,5-dihydro-3H,6H-2,2a,5a-triazaaceanthrylen-6-one ClC1=CC=C(C(=N1)C1=NN(C=N1)C)NC(C)C=1C=C(C=C2C(N3CCC(N4N=CC(C12)=C43)CO)=O)C